C(C)(CC)NC(=O)C1=NN(C=C1)CC=1SC(=CC1)C1=NOC(=N1)C(F)(F)F N-sec-butyl-1-[[5-[5-(trifluoromethyl)-1,2,4-oxadiazol-3-yl]-2-thienyl]methyl]pyrazole-3-carboxamide